ClC=1C=2N(C=C(C1)C(F)(F)F)C(=NN2)SCC(=O)C2=CC=C(S2)CNC(C)=O N-((5-(2-((8-chloro-6-(trifluoromethyl)-[1,2,4]triazolo[4,3-a]pyridin-3-yl)thio)acetyl)thiophen-2-yl)methyl)acetamide